ClC1=CC=C2C(=NC(N(C2=C1)C=1SC=CN1)=O)NC 7-chloro-4-(methylamino)-1-(thiazol-2-yl)-quinazolin-2(1H)-one